8-bromo-3-[(trifluoromethyl)sulfanyl]indolizine-2-carboxamide BrC1=CC=CN2C(=C(C=C12)C(=O)N)SC(F)(F)F